C(C)(C)C=1C=C(C=NC1)C1(CC1)C=1NC(C=2CN(CCCC2N1)C(=O)OC(C)(C)C)=O tert-butyl 2-(1-(5-isopropylpyridin-3-yl)cyclopropyl)-4-oxo-3,4,5,7,8,9-hexahydro-6H-pyrimido[5,4-c]azepine-6-carboxylate